(pyrimidin-5-ylethynyl)isoquinoline N1=CN=CC(=C1)C#CC1=NC=CC2=CC=CC=C12